ClC=1C=NC2=CC(=CC=C2C1)O 3-chloroquinolin-7-ol